Tetrabutylphosphonium benzenesulfonate salt C1(=CC=CC=C1)S(=O)(=O)[O-].C(CCC)[P+](CCCC)(CCCC)CCCC